N=1NC=C2C(=CC=CC12)S(=O)(=O)N 2H-indazole-4-sulfonamide